FC(C(=O)OCC(COC(C(F)(F)F)=O)N1CCC2(CC(C2)N[C@H]2[C@@H](C2)/C(=C/C2=CC=CC=C2)/CC)CC1)(F)F 2-(2-(((1R,2S)-2-((E)-1-phenylbut-1-en-2-yl)cyclopropyl)amino)-7-azaspiro[3.5]nonan-7-yl)propane-1,3-diol bis(2,2,2-trifluoroacetate)